C(CCCC)SC1=C(C=CC=C1Cl)Cl 2,6-dichlorophenyl (pentyl) sulfide